BrC=1C=2N(C(=NC1)N(CC1=C(C=CC3=C1CCO3)F)C(=O)OC(C)(C)C)C=C(N2)C(=O)OCC ethyl 8-bromo-5-((tert-butoxycarbonyl)((5-fluoro-2,3-dihydrobenzofuran-4-yl)methyl)amino)imidazo[1,2-c]pyrimidine-2-carboxylate